C(C)C=1C(=CC=C2C=C(C=C(C12)C1=C(C=2N=C(N=C(C2C=N1)N1C[C@@H](CC[C@H](C1)O)O)OC[C@]12CCCN2C[C@@H](C1)F)F)O)F (3R,6R)-1-(7-(8-ethyl-7-fluoro-3-hydroxynaphthalen-1-yl)-8-fluoro-2-(((2R,7aS)-2-fluorohexahydro-1H-pyrrolizin-7a-yl)methoxy)pyrido[4,3-d]pyrimidin-4-yl)azepane-3,6-diol